C(C)(C)(C)OC(=O)C=1NCC=NC1 Pyrazine-5(4H)-formic acid tert-butyl ester